BrCC1=C(C(=O)OC)C=C(C=C1[N+](=O)[O-])F methyl 2-(bromomethyl)-5-fluoro-3-nitrobenzoate